3-[2-(2-pyridyl)ethynyl]cyclobutanecarboxylic acid N1=C(C=CC=C1)C#CC1CC(C1)C(=O)O